ClC=1C=CC2=C([C@@H]3N(CC[C@H]2C3)C(=O)OCC3=CC=CC=C3)C1 Benzyl (1R,5S)-8-chloro-1,3,4,5-tetrahydro-2H-1,5-methanobenzo[c]azepine-2-carboxylate